2-(4-Butyl-2,5-dimethoxyphenyl)ethan-1-amine C(CCC)C1=CC(=C(C=C1OC)CCN)OC